5-(8-((1R,2R)-2-(2-(trifluoromethyl)quinolin-6-yl)cyclopropyl)imidazo[1,2-b]pyridazin-6-yl)pyrimidine-2,4(1H,3H)-dione FC(C1=NC2=CC=C(C=C2C=C1)[C@H]1[C@@H](C1)C=1C=2N(N=C(C1)C=1C(NC(NC1)=O)=O)C=CN2)(F)F